OC(C(=O)N)(C)C 2-hydroxy-2-methylpropanamide